FC1=C(C(=O)N[C@H](C(F)(F)F)C)C=C(C(=C1)F)F (S)-2,4,5-trifluoro-N-(1,1,1-trifluoropropan-2-yl)benzamide